C(C)(C)(C)OC(=O)N1N([C@@H](CCC1)C(=O)O)C(=O)OC(C)(C)C (3s)-1,2-bis(tert-butoxycarbonyl)hexahydropyridazine-3-carboxylic acid